7-(5-chloro-2-(2-(5-cyano-6-(6-cyclopropyl-2,6-diazaspiro[3.3]heptan-2-yl)-2-methyl-4-oxo-7-(trifluoromethyl)quinazolin-3(4H)-yl)ethoxy)phenyl)thieno[3,2-b]pyridine-3-carboxylic acid ClC=1C=CC(=C(C1)C1=C2C(=NC=C1)C(=CS2)C(=O)O)OCCN2C(=NC1=CC(=C(C(=C1C2=O)C#N)N2CC1(C2)CN(C1)C1CC1)C(F)(F)F)C